1-((1S,5aS,5bR,7aR,9R,12aS,12bS,14aS)-9-hydroxy-9,12a,14a-trimethylicosahydrodicyclohepta[a,f]naphthalen-1-yl)-2-(5-methyl-1H-tetrazol-1-yl)ethanone O[C@]1(C[C@@H]2[C@@]([C@H]3CC[C@]4([C@H]([C@@H]3CC2)CCCC[C@@H]4C(CN4N=NN=C4C)=O)C)(CCC1)C)C